1-(1H-Benzoimidazol-5-yl)-5-(4-chloro-phenyl)-4-(cyclopentylimino)-imidazolidin-2-one N1C=NC2=C1C=CC(=C2)N2C(NC(C2C2=CC=C(C=C2)Cl)=NC2CCCC2)=O